FC=1C=C2C(=C(C=NC2=CC1)C(=O)N1CCN(CC1)S(=O)(=O)C)N1CCC(CC1)(C#N)C1=C(C=CC=C1)F 1-(6-fluoro-3-(4-(methylsulfonyl)piperazine-1-carbonyl)quinolin-4-yl)-4-(2-fluorophenyl)piperidine-4-carbonitrile